OC1=C2C(C(=O)NC2=O)=CC=C1 Hydroxyphthalimid